ClC=1C=NC(=NC1)[C@H]([C@H](C)S(=O)(=O)NC1=NN=C(N1C=1C(=NC=NC1OC)OC)[C@H]1[C@@H](C1)F)OC (1R,2S)-1-(5-chloropyrimidin-2-yl)-N-(4-(4,6-dimethoxypyrimidin-5-yl)-5-((1S,2R)-2-fluorocyclopropyl)-4H-1,2,4-triazol-3-yl)-1-methoxypropane-2-sulfonamide